FC=1C=C(C=C(C1F)C=1C=NN(C1)C(C)C1=CC=C(C=C1)F)C1=CC=2N(C=C1)N=C(N2)N 7-(3,4-difluoro-5-(1-(1-(4-fluorophenyl)ethyl)-1H-pyrazol-4-yl)phenyl)-[1,2,4]triazolo[1,5-a]pyridin-2-amine